C1(=CC=CC=C1)N1C(=NC2=C1C=CC=C2)C2=CC=C(C=C2)N2C1=CC=CC=C1OC=1C=CC=CC21 10-(4-(1-phenyl-1H-benzo[d]imidazol-2-yl)phenyl)-10H-phenoxazine